(3S,4S)-1-(4-((3R*,4R*)-3-(hexylcarbamoyl)-4-hydroxypyrrolidine-1-carbonyl)benzoyl)-N3,N4-bis((1S,2R)-2-phenylcyclopropyl)pyrrolidine-3,4-dicarboxamide C(CCCCC)NC(=O)[C@@H]1CN(C[C@@H]1O)C(=O)C1=CC=C(C(=O)N2C[C@H]([C@@H](C2)C(=O)N[C@@H]2[C@H](C2)C2=CC=CC=C2)C(=O)N[C@@H]2[C@H](C2)C2=CC=CC=C2)C=C1 |o1:9,13|